BrC=1C(=C(C(=O)OC)C=C(C1C(O)C1=C(C=CC(=C1)F)Cl)F)C methyl 3-bromo-4-[(2-chloro-5-fluorophenyl)(hydroxy)methyl]-5-fluoro-2-methylbenzoate